O1C(COCC1)=O Para-Dioxanone